mono-vinyl sulphone C(=C)S(=O)(=O)C=C